N1=C(C=CC=C1)CN(CC1=CC=C(C=C1)CNC1CCCC=2C=CC=NC12)CC1=NC=CC=C1 (2-pyridylmethyl)-N-(5,6,7,8-tetrahydro-8-quinolinyl)-N'-(2-pyridylmethyl)-1,4-xylylenediamine